C1(=CC=CC=C1)C(CC(=O)O)(C1=CC=CC=C1)C1=CC=CC=C1 3,3,3-triphenylpropionic acid